6-[(2S)-2-aminopropyl]-N-[(5-fluorothiophen-3-yl)methyl]-7-methylthieno[3,2-c]pyridazin-4-amine N[C@H](CC1=C(C=2N=NC=C(C2S1)NCC1=CSC(=C1)F)C)C